(E)-1-chloro-4-methoxy-5-(2-nitrobut-1-en-1-yl)-2-propylbenzene ClC1=C(C=C(C(=C1)\C=C(/CC)\[N+](=O)[O-])OC)CCC